C1OCC12CCN(CC2)C=2OC1=C(N2)C=C(C=C1)NC(=O)C=1C=CC2=C(CCO2)C1 2,3-dihydro-benzofuran-5-carboxylic acid [2-(2-oxa-7-aza-spiro[3.5]non-7-yl)-benzooxazol-5-yl]-amide